COC([C@@H](CCCC1=CC=C(C=C1)OCCCC)O)=O (2R)-5-(4-Butoxyphenyl)-2-hydroxyvaleric acid methyl ester